3-[[(1R)-1-(3,6-Dimethyl-4-oxo-2-phenyl-chromen-8-yl)ethyl]amino]-pyridine-2-carboxylic acid CC1=C(OC2=C(C=C(C=C2C1=O)C)[C@@H](C)NC=1C(=NC=CC1)C(=O)O)C1=CC=CC=C1